tris(2-PHENYL-PYRIDINE) iridium [Ir].C1(=CC=CC=C1)C1=NC=CC=C1.C1(=CC=CC=C1)C1=NC=CC=C1.C1(=CC=CC=C1)C1=NC=CC=C1